(1S,3s)-1-methyl-3-((4-methyl-4H-1,2,4-triazol-3-yl)methyl)-3-(3-(6-(((R)-2-methylmorpholino)methyl)-1-oxo-4-(trifluoromethyl)isoindolin-2-yl)phenyl)cyclobutane-1-carbonitrile CC1(CC(C1)(C1=CC(=CC=C1)N1C(C2=CC(=CC(=C2C1)C(F)(F)F)CN1C[C@H](OCC1)C)=O)CC1=NN=CN1C)C#N